FC1([C@H](C2=C(C=C(C=C2C1)F)F)NS(=O)(=O)N)F N-[(1S)-2,2,5,7-tetrafluoro-2,3-dihydro-1H-indene-1-yl]sulfamide